ClC(=CCl)N[C@@H](CS)C(=O)O (1,2-Dichlorovinyl)-L-cysteine